indeno-anthracene C1=C2C=C3C(=CC=C4CC=5C=CC=CC5C=C34)C2=CC=C1